N-(8-(4,4-difluoropiperidin-1-yl)-3-methylimidazo[1,2-a]pyridin-6-yl)-4-iodo-2-(6-azaspiro[2.5]oct-6-yl)benzamide FC1(CCN(CC1)C=1C=2N(C=C(C1)NC(C1=C(C=C(C=C1)I)N1CCC3(CC3)CC1)=O)C(=CN2)C)F